C(C)C(=CC(=O)N)CC.C(C=C)(=O)O acrylic acid diethyl-acrylamide